NC[C@@]1([C@@H]2CCN(C[C@H]12)C1=CN=C2C(=N1)NN=C2C2=C(C=C(C(=O)OC)C=C2)Cl)C2=C(C=CC=C2)F methyl 4-(6-((1S,6R,7R)-7-(aminomethyl)-7-(2-fluorophenyl)-3-azabicyclo[4.1.0]heptan-3-yl)-1H-pyrazolo[3,4-b]pyrazin-3-yl)-3-chlorobenzoate